OC1(CC1)C(=O)N1CC2=C(C=C(C=C2CC1)C=1C=C2C(=NC1)NC=C2C(C)C)OC(=O)N2CCOCC2 2-(1-hydroxycyclopropane-1-carbonyl)-6-(3-isopropyl-1H-pyrrolo[2,3-b]pyridin-5-yl)-1,2,3,4-tetrahydroisoquinolin-8-yl-morpholine-4-carboxylate